(E)-4-((8-Methoxy-2,2-dimethyl-7-(3-methylbut-2-en-1-yl)-9-((4-(methylsulfonyl)benzyl)oxy)-6-oxo-2H,6H-pyrano[3,2-b]xanthen-5-yl)oxy)but-2-enoic acid COC=1C(=CC=2OC=3C=C4C(=C(C3C(C2C1CC=C(C)C)=O)OC/C=C/C(=O)O)C=CC(O4)(C)C)OCC4=CC=C(C=C4)S(=O)(=O)C